1,10-bis(4-aminophenyl) sebacate C(CCCCCCCCC(=O)OC1=CC=C(C=C1)N)(=O)OC1=CC=C(C=C1)N